7-(2-(aminomethyl)-3-methoxy-3-oxopropyl)-1H-indole-1-carboxylic acid tert-butyl ester C(C)(C)(C)OC(=O)N1C=CC2=CC=CC(=C12)CC(C(=O)OC)CN